C(C)(C)(C)[Si](C)(C)OCC1=CC(=C(C(=C1)C)C=1NC=C(N1)C(F)(F)F)F tert-butyl-[[3-fluoro-5-methyl-4-[4-(trifluoromethyl)-1H-imidazol-2-yl]phenyl]methoxy]-dimethyl-silane